2-(3-chloropropoxy)isoindole ClCCCON1C=C2C=CC=CC2=C1